C(C)(C)(C)OC(=O)NC(C(=O)O)CC (tert-butoxycarbonyl-amino)butanoic acid